BrC=1C=C2N(N=CC=C2N2CC3CCC(C2)N3C3CC(C3)C#N)C1 3-(3-(6-Bromopyrrolo[1,2-b]pyridazin-4-yl)-3,8-diazabicyclo[3.2.1]oct-8-yl)cyclobutane-1-carbonitrile